(R)-N-(1-(6-((4-(4-morpholino-7H-pyrrolo[2,3-d]pyrimidin-6-yl)phenyl)amino)pyridazin-3-yl)piperidin-3-yl)acrylamide O1CCN(CC1)C=1C2=C(N=CN1)NC(=C2)C2=CC=C(C=C2)NC2=CC=C(N=N2)N2C[C@@H](CCC2)NC(C=C)=O